CN1CC(NC2=CC=CC(=C12)C)=O 4,5-dimethyl-1,2,3,4-tetrahydroquinoxalin-2-one